ClC1=CC=C(S1)CNC1=CC(=NN1)C1CCN(CC1)S(=O)(=O)N(C)C 4-(5-[(5-chlorothiophen-2-yl)methyl]amino-1H-pyrazol-3-yl)-N,N-dimethylpiperidine-1-sulfonamide